7-(2-(4-(5-(difluoromethyl)-1,3,4-oxadiazol-2-yl)benzyl)-2H-tetrazol-5-yl)-2-methyl-3,4-dihydroisoquinolin-1(2H)-one FC(C1=NN=C(O1)C1=CC=C(CN2N=C(N=N2)C2=CC=C3CCN(C(C3=C2)=O)C)C=C1)F